methyl allyl ether sebacate C(CCCCCCCCC(=O)O)(=O)O.C(C=C)OC